tert-butyl (10S)-4-((4-([1,2,4]triazolo[1,5-a]pyridin-7-yloxy) phenyl) amino)-7,8,10,11-tetrahydro-9H-6,10-methanopyrimido[4',5':5,6]pyrido[3,2-b][1,4,7]oxadiazonine-9-carboxylate N=1C=NN2C1C=C(C=C2)OC2=CC=C(C=C2)NC2=NC=NC1=CC=3OC[C@H]4N(CCN(C3N=C12)C4)C(=O)OC(C)(C)C